3-(3-(2,4-difluorophenyl)-7-fluoro-4-oxo-3,4-dihydro-phthalazin-1-yl)-N-ethyl-benzenesulfonamide FC1=C(C=CC(=C1)F)N1N=C(C2=CC(=CC=C2C1=O)F)C=1C=C(C=CC1)S(=O)(=O)NCC